7-(5-bromo-2-fluorophenyl)hept-1-en-6-yn-3-ol BrC=1C=CC(=C(C1)C#CCCC(C=C)O)F